4-methoxynicotinic acid COC1=CC=NC=C1C(=O)O